OCC1=CC=C(OCC(C(C)(C)C)=O)C=C1 1-[4-(hydroxymethyl)phenoxy]-3,3-dimethyl-butan-2-one